tert-butyl (3-(8-(1-methyl-6-(trifluoromethyl)-1H-benzo[d]imidazol-5-yl)indolizine-3-carboxamido)propyl)carbamate CN1C=NC2=C1C=C(C(=C2)C2=CC=CN1C(=CC=C21)C(=O)NCCCNC(OC(C)(C)C)=O)C(F)(F)F